C(C1=CC=CC=C1)C1=NC(=NN1)C(=O)N[C@H]1CCC2=C(N(C1=O)C)N=C(C=C2)OS(=O)(=O)C(F)(F)F trifluoromethanesulfonic acid (S)-7-(5-benzyl-1H-1,2,4-triazole-3-carboxamido)-9-methyl-8-oxo-6,7,8,9-tetrahydro-5H-pyrido[2,3-b]azepin-2-yl ester